N[C@]1([C@@H](CC[C@H](C1)CCB(O)O)CN1CCCCC1)C(=O)O |r| rac-(1R,2S,5R)-1-amino-5-(2-boronoethyl)-2-(piperidin-1-ylmethyl)cyclohexanecarboxylic acid